(2-bromoethoxy)-4-(dimethylamino)benzaldehyde BrCCOC1=C(C=O)C=CC(=C1)N(C)C